N[C@@H](C)CO (S)-alaninol